3,5-diamino-N-(N-(4-(4'-(3-(2-(bis((2S,3R,4R,5R)-2,3,4,5,6-pentahydroxyhexyl)amino)acetamido)propyl)-[1,1'-biphenyl]-4-yl)butyl)carbamimidoyl)-6-chloropyrazine-2-carboxamide NC=1C(=NC(=C(N1)N)Cl)C(=O)NC(NCCCCC1=CC=C(C=C1)C1=CC=C(C=C1)CCCNC(CN(C[C@@H]([C@H]([C@@H]([C@@H](CO)O)O)O)O)C[C@@H]([C@H]([C@@H]([C@@H](CO)O)O)O)O)=O)=N